N1(CCN(CCCN(CCN(CCC1)CCC(=O)O)CCC(=O)O)CCC(=O)O)CCC(=O)O 1,4,8,11-tetraazacyclotetradecane-1,4,8,11-tetrapropionic acid